OCC1(COCC1)NC(=O)C1=C(OC2=C1C=C(C=C2)OCC=2C(=NC=CC2)OC)C N-(3-(hydroxymethyl)tetrahydrofuran-3-yl)-5-((2-methoxypyridin-3-yl)methoxy)-2-methylbenzofuran-3-carboxamide